C1(=CC=CC2=CC=CC=C12)C1=C(C(=CC=C1)CC1=CC2=CC=CC=C2C=C1)O 2-(1-naphthyl)-6-(2-naphthylmethyl)phenol